6-bromo-4-chloro-3-iodo-1-tetrahydropyran-2-yl-indazole BrC1=CC(=C2C(=NN(C2=C1)C1OCCCC1)I)Cl